NC1=C2N=C(N(C2=NC(=N1)F)CCNS(=O)(=O)C(C)(C)C)CC=1C=C2C(CCC2=CC1I)=O N-(2-(6-amino-2-fluoro-8-((6-iodo-3-oxo-2,3-dihydro-1H-inden-5-yl)methyl)-9H-purin-9-yl)ethyl)-2-methylpropane-2-sulfonamide